CN1N=CC(=C1C1=NC=C(C(=C1)OC1CN(C1)CN1N=CC[C@H]1C=1C=NC=C(C1)F)F)C (S)-(3-((2-(1,4-dimethyl-1H-pyrazol-5-yl)-5-fluoropyridin-4-yl)oxy)azetidin-1-yl)(5-(5-fluoropyridin-3-yl)-4,5-dihydro-1H-pyrazol-1-yl)methan